C(C)N(C(OC(C)(C)C)=O)C1CCNCC1 tert-butyl ethyl(piperidin-4-yl)carbamate